FCC(C)(C)OC(=O)N1C=NC=C1.CN1CCN(CC1)CC(=O)NC=1N=CC2=CC=C(C=C2C1)C1=CN=CO1 2-(4-methylpiperazin-1-yl)-N-(6-(oxazol-5-yl)isoquinolin-3-yl)acetamide 1-fluoro-2-methylpropan-2-yl-1H-imidazole-1-carboxylate